N-(5-(5-amino-1H-pyrazol-1-yl)-1,3,4-thiadiazol-2-yl)-4-(2,4-dimethoxypyridin-3-yl)-3-(2-methoxyethoxy)-2-oxo-2H-pyran-6-carboxamide NC1=CC=NN1C1=NN=C(S1)NC(=O)C1=CC(=C(C(O1)=O)OCCOC)C=1C(=NC=CC1OC)OC